2-phenylcarbazole C1(=CC=CC=C1)C1=CC=2NC3=CC=CC=C3C2C=C1